C(C)(C)(C)OC(=O)NS(=O)(=O)N(C1CC2(CN(C2)C(=O)OC(C)(C)C)C1)C(C)C tert-butyl 6-((N-(tert-butoxycarbonyl) sulfamoyl) (isopropyl) amino)-2-azaspiro[3.3]heptane-2-carboxylate